FC(C=1OC(=NN1)N1[C@H](C2=C(CC1)NC=N2)C2=NN1C(C=CC=C1C)=C2)F (R)-2-(difluoromethyl)-5-(4-(7-methylpyrazolo[1,5-a]pyridin-2-yl)-6,7-dihydro-1H-imidazo[4,5-c]pyridin-5(4H)-yl)-1,3,4-oxadiazole